BrC=1C=C(C=C(C1)NS(=O)(=O)C)NC(=O)C1=CN(C(=C1)C1=NC=CC=C1C)C N-(3-bromo-5-methanesulfonamidophenyl)-1-methyl-5-(3-methylpyridin-2-yl)-1H-pyrrole-3-carboxamide